CC1(COC(=O)[C@@H]1O)C The molecule is a butan-4-olide that is dihydrofuran-2(3H)-one substituted by a hydroxy group at position 3 and two methyl groups at position 4 (the R-stereoisomer). It has a role as a Saccharomyces cerevisiae metabolite. It derives from a (R)-pantoic acid.